6-chloro-3-(((R)-1-(2-((1R,5S,6R)-6-hydroxy-3-azabicyclo[3.1.0]hexan-3-yl)-3,6-dimethyl-4-oxo-3,4-dihydroquinazolin-8-yl)ethyl)amino)picolinic acid ClC1=CC=C(C(=N1)C(=O)O)N[C@H](C)C=1C=C(C=C2C(N(C(=NC12)N1C[C@@H]2C([C@@H]2C1)O)C)=O)C